8-(4-acetylpiperazin-1-yl)-3-[5-(1-cyanocyclopropyl)-1,3,4-thiadiazol-2-yl]-N-(1-methylcyclopropyl)imidazo[1,2-a]pyridine-6-sulfonamide C(C)(=O)N1CCN(CC1)C=1C=2N(C=C(C1)S(=O)(=O)NC1(CC1)C)C(=CN2)C=2SC(=NN2)C2(CC2)C#N